(di-methylol)propionic acid C(O)C(C(=O)O)(C)CO